6-(4-formyl-1H-pyrazol-1-yl)-4-(pyrrolidin-1-yl)pyridine-3-carbonitrile C(=O)C=1C=NN(C1)C1=CC(=C(C=N1)C#N)N1CCCC1